4,5,6,7-tetrahydro-[1,2]oxazolo[5,4-c]pyridin-3-one O1NC(C2=C1CNCC2)=O